C(C1=CC=CC=C1)C1CCN(CC1)CCNC(=O)C=1NC2=CC=C(C=C2C1)Br N-(2-(4-benzylpiperidin-1-yl)ethyl)-5-bromo-1H-indol-2-carboxamide